2-vinylthio-naphtho[1,2-d]benzothiazole C(=C)SC1=CC2C3(N=CS2)C(=C1)C=CC=1C=CC=CC13